The molecule is a UDP-D-galactose(2-) in which the anomeric centre of the galactose moiety has alpha-configuration. It is an UDP-D-galactose(2-) and an UDP-monosaccharide(2-). It is a conjugate base of an UDP-alpha-D-galactose. C1=CN(C(=O)NC1=O)[C@H]2[C@@H]([C@@H]([C@H](O2)COP(=O)([O-])OP(=O)([O-])O[C@@H]3[C@@H]([C@H]([C@H]([C@H](O3)CO)O)O)O)O)O